2-(4-chloro-3-fluorophenyl)-2-[(4-{[(1,3-oxazol-2-yl)amino]methyl}-1H-1,3-benzodiazol-2-yl)amino]propyl 2,2-dimethylpropanoate CC(C(=O)OCC(C)(NC1=NC2=C(N1)C=CC=C2CNC=2OC=CN2)C2=CC(=C(C=C2)Cl)F)(C)C